FC=1C(=C(C=CC1F)NC(C)=O)C N-(3,4-Difluoro-2-methylphenyl)acetamide